C(CCCCC)OC=1C(C(=O)[O-])=CC=CC1 HEXYLSALICYLAT